C(#N)C1=CC(=C(C=O)C=C1)F 4-CYANO-2-FLUOROBENZALDEHYDE